4-(acetoxyimino)-4-(3-methoxyphenyl)but-2-enoic acid ethyl ester C(C)OC(C=CC(C1=CC(=CC=C1)OC)=NOC(C)=O)=O